C(C)(C)(C)OC(=O)N1CCCC2=CC(=CC=C12)C1=C(C2=C(CCC1)C=C(C=C2)O)C2=CC=C(C=C2)O[C@@H]2CN(CC2)CCCF 6-(5-{4-[(S)-1-(3-Fluoro-propyl)-pyrrolidin-3-yloxy]-phenyl}-2-hydroxy-8,9-dihydro-7H-benzocyclohepten-6-yl)-3,4-dihydro-2H-quinoline-1-carboxylic Acid tert-butyl ester